Methyl-isoquinoline-3-carbaldehyde CC1=NC(=CC2=CC=CC=C12)C=O